C1(=CC=CC=C1)P(C1=CC=CC=C1)NP(C1=CC=CC=C1)C1=CC=CC=C1 bis(diphenylphosphaneyl)amine